1-(2,2,3,3,3-pentafluoropropyl)-1,7-naphthyridin-2-one FC(CN1C(C=CC2=CC=NC=C12)=O)(C(F)(F)F)F